N[C@H]1[C@@H](COCC1)O |r| rac-(3S,4R)-4-aminotetrahydropyran-3-ol